C(N)(=O)C(C(C)C)NC(=O)C1=NN(C2=CC=CC=C12)CCCCF N-(1-carbamoyl-2-methylpropyl)-1-(4-fluorobutyl)indazole-3-carboxamide